N1N=CC(=C1)C=1C=CC(=NC1)N1C(N(C2(C1)CCN(CC2)CCOC)CC2=CC(=CC=C2)OC)=O 3-(5-(1H-pyrazol-4-yl)pyridin-2-yl)-1-(3-methoxybenzyl)-8-(2-methoxyethyl)-1,3,8-triazaspiro[4.5]decan-2-one